1,3-dimethyl-1,3-difluoropropyl-1,3-dimethoxydisiloxane CC(CC(F)C)(F)[SiH](O[SiH2]OC)OC